DIALLYLAMIN C(C=C)NCC=C